tetrazenium chloride [Cl-].[NH2+]=NNN